OCC=1C=CC(=NC1)C=O 5-(HYDROXYMETHYL)-2-PYRIDINECARBOXALDEHYDE